FC(CC(C(=O)NC1=NC=CC(=C1)C1=C(C2=NC=CC=C2N1)C1=NC(=CC=C1)F)C1=CC=C(C=C1)F)F (+)-4,4-difluoro-2-(4-fluorophenyl)-N-{4-[3-(6-fluoropyridin-2-yl)-1H-pyrrolo[3,2-b]pyridin-2-yl]pyridin-2-yl}butanamide